FC=1C(=NC=NC1N1C(COCC1)C1=CC=C(C=C1)C(F)(F)F)NCC1C(CN(CC1)CC(=O)N)O 2-(4-(((5-fluoro-6-(3-(4-(trifluoromethyl)phenyl)morpholino)pyrimidin-4-yl)amino)methyl)-3-hydroxypiperidin-1-yl)acetamide